ClC1=CC(=C2C=C3N(C2=C1Cl)CC(CCC3)C#N)C=3C=NN(C3)C3OCCCC3 3,4-dichloro-l-1-(1-(tetrahydro-2H-pyran-2-yl)-1H-pyrazol-4-yl)-7,8,9,10-tetrahydro-6H-azepino[1,2-a]indole-7-carbonitrile